O=S1(CCN(CC1)C1CN(CCC1)C(C(=O)NC1=NC=C(N=C1)OC1=CC=C(C=C1)F)C)=O 2-(3-(1,1-dioxidothiomorpholino)piperidin-1-yl)-N-(5-(4-fluorophenoxy)pyrazin-2-yl)propanamide